potassium ferrocyanide [Fe-4](C#N)(C#N)(C#N)(C#N)(C#N)C#N.[K+].[K+].[K+].[K+]